(-)-1-(4-bromophenyl)ethylamine CC(C1=CC=C(C=C1)Br)N